4-((R)-2-azidobutan-2-yl)-6-chloro-1-((1R,2S,3R)-2-methyl-3-(methylsulfonyl)cyclobutoxy)-2,7-naphthyridine N(=[N+]=[N-])[C@](C)(CC)C1=CN=C(C2=CN=C(C=C12)Cl)O[C@H]1[C@@H]([C@@H](C1)S(=O)(=O)C)C